2-(4-bromophenyl)-2-methylhydrazinecarboxylic acid tert-butyl ester C(C)(C)(C)OC(=O)NN(C)C1=CC=C(C=C1)Br